S1C(=NC2=C1C=CC=C2)NC=2C=C1CCCN(C1=CC2)C=2SC=C(N2)C(=O)OCC ethyl 2-{6-[(1,3-benzothiazol-2-yl)amino]-1,2,3,4-tetrahydroquinolin-1-yl}-1,3-thiazole-4-carboxylate